3-cyclohexenyl-2-phenyl-5-(pyridin-2-ylamino)-6-(quinolin-6-yl)pyrazolo[1,5-a]pyrimidin-7(4H)-one C1(=CCCCC1)C=1C(=NN2C1NC(=C(C2=O)C=2C=C1C=CC=NC1=CC2)NC2=NC=CC=C2)C2=CC=CC=C2